FC1=C(C(=CC=C1OCCNCCCF)F)[C@H]1N([C@@H](CC2=C1NC1=CC=CC=C21)C)C[C@@H](C(=O)O)C (S)-3-((1R,3R)-1-(2,6-difluoro-3-(2-((3-fluoropropyl)amino)ethoxy)phenyl)-3-methyl-1,3,4,9-tetrahydro-2H-pyrido[3,4-b]indol-2-yl)-2-methylpropanoic acid